Methyl 5-(1-benzyl-1H-pyrazol-4-yl)-2-(((1RS,2S)-2-((tert-butoxycarbonyl) amino)-1-cyano-3-(1H-indol-3-yl)propyl)amino)benzoate C(C1=CC=CC=C1)N1N=CC(=C1)C=1C=CC(=C(C(=O)OC)C1)N[C@H]([C@H](CC1=CNC2=CC=CC=C12)NC(=O)OC(C)(C)C)C#N |&1:23|